ClC=1N(C(C2=C(N1)N(C=C2C2=C(C1=C(N=C(S1)C)C=C2)Cl)COCC[Si](C)(C)C)=O)C 2-Chloro-5-(7-chloro-2-methylbenzo[d]thiazol-6-yl)-3-methyl-7-((2-(trimethylsilyl)ethoxy)meth-yl)-3,7-dihydro-4H-pyrrolo[2,3-d]pyrimidin-4-one